2-(3-((2-(2-Fluoropropan-2-yl)pyrimidin-4-yl)amino)-8-methoxyisoquinolin-5-yl)propan-2-ol FC(C)(C)C1=NC=CC(=N1)NC=1N=CC2=C(C=CC(=C2C1)C(C)(C)O)OC